N-(1'-(2-(1,1-difluoroethyl)-6-fluoropyrimidin-4-yl)-1',2'-dihydrospiro[cyclopropan-1,3'-pyrrolo[3,2-C]pyridin]-6'-yl)acetamide trifluoroacetate FC(C(=O)O)(F)F.FC(C)(F)C1=NC(=CC(=N1)N1CC2(C=3C=NC(=CC31)NC(C)=O)CC2)F